N-[(2E)-3-[(3-fluoro-4-methoxyphenyl)(imino)oxo-λ6-sulfanyl]prop-2-en-1-yl]-2-oxo-5-phenyl-1,2-dihydropyridine-3-carboxamide FC=1C=C(C=CC1OC)S(/C=C/CNC(=O)C=1C(NC=C(C1)C1=CC=CC=C1)=O)(=O)=N